F[C@@H]1[C@@H](C1)N1C(C(=CC=C1)NC(=O)C=1C(=NC=2N(C1)C=C(N2)C21COC(C2)(C1)COC)OC(C)C)=O N-(1-((1R,2S)-2-fluorocyclopropyl)-2-oxo-1,2-dihydropyridin-3-yl)-7-isopropoxy-2-(1-(methoxymethyl)-2-oxabicyclo[2.1.1]hexan-4-yl)imidazo[1,2-a]pyrimidine-6-carboxamide